CN([C@@H]1[C@H](CC[C@@H](C1)C1=CC(=CC=C1)F)NC(OC(C)(C)C)=O)C tert-butyl ((1S,2S,4S)-2-(dimethylamino)-4-(3-fluorophenyl)cyclohexyl)carbamate